3-(4-(N-(piperidin-4-yl)carbamimidoyl)phenoxy)propanoic acid N1CCC(CC1)NC(=N)C1=CC=C(OCCC(=O)O)C=C1